5-((5-(2-(((1R,3S)-3-aminocycloheptyl)oxy)-6-fluorophenyl)-1H-pyrazol-3-yl)amino)pyrazine-2-carbonitrile N[C@@H]1C[C@@H](CCCC1)OC1=C(C(=CC=C1)F)C1=CC(=NN1)NC=1N=CC(=NC1)C#N